3-(3-(1-(2-(2-Fluoro-5-((6-fluoro-4-(methylsulfonyl)-1H-indol-5-yl)oxy)phenyl)thiazol-4-yl)-1-hydroxyethyl)phenyl)propanoic acid FC1=C(C=C(C=C1)OC=1C(=C2C=CNC2=CC1F)S(=O)(=O)C)C=1SC=C(N1)C(C)(O)C=1C=C(C=CC1)CCC(=O)O